(S)-1-[(S)-1-Phenylethyl]-2-methyl-4-piperidinone C1(=CC=CC=C1)[C@H](C)N1[C@H](CC(CC1)=O)C